decanoic acid lead [Pb].C(CCCCCCCCC)(=O)O